ClC1=CC(=CC(=N1)C(=O)NC1=CC=CC=C1)NC1=C(C=CC=C1)OC 6-Chloro-4-((2-methoxyphenyl)amino)-N-phenylpyridineamide